C(C)(C)C1=C(C(=CC(=C1)C(C)C)C(C)C)S(=O)(=O)OC1=NC(N2C(COCC2)=C1)=C=O 6-carbonyl-1,3,4,6-tetrahydropyrimido[6,1-C][1,4]oxazin-8-yl 2,4,6-triisopropylbenzenesulfonate